FC=1C=C(C=CC1[N+](=O)[O-])C1=NN(C2=NC=NC(=C21)N)C2CCNCC2 3-(3-fluoro-4-nitrophenyl)-1-(piperidin-4-yl)-1H-pyrazolo[3,4-d]pyrimidin-4-amine